(E)-N-(4-((3-chloro-4-fluorophenyl)amino)-5-(3-chlorophenyl)quinazolin-6-yl)-4-(dimethylamino)but-2-enamide ClC=1C=C(C=CC1F)NC1=NC=NC2=CC=C(C(=C12)C1=CC(=CC=C1)Cl)NC(\C=C\CN(C)C)=O